CCCCCCCCCCCCCCC pentadecane